CN(C=1C=NC2=CC=C(N=C2C1)C=1C(=NNC1)C1=NC(=CC=C1)C)C N,N-dimethyl-6-[3-(6-methyl-2-pyridyl)-1H-pyrazol-4-yl]-1,5-naphthyridin-3-amine